NC=1C(=NC(=C(N1)F)C=1C=CC2=C([C@@H](CO2)N(C)C)C1)C=1C=C2C(=CNC(C2=CC1)=O)C (S)-6-(3-amino-6-(3-(dimethylamino)-2,3-dihydrobenzofuran-5-yl)-5-fluoropyrazin-2-yl)-4-methylisoquinolin-1(2H)-one